CC1=CC(=NN1C1=CC=C(C=C1)OC(F)(F)F)C(CO)CO 2-[5-methyl-1-[4-(trifluoromethoxy)phenyl]pyrazol-3-yl]propane-1,3-diol